BrC1=C(SC=2N=CN=C(C21)O[C@@H](C(=O)OCC)CC2=C(C=CC(=C2)CC[C@@H](COS(=O)(=O)C2=CC=C(C)C=C2)O)OCC2=NC(=NC=C2)C2=C(C=CC=C2)OC)C2=CC=C(C=C2)F (R)-ethyl 2-((5-bromo-6-(4-fluorophenyl)thieno[2,3-d]pyrimidin-4-yl)oxy)-3-(5-((S)-3-hydroxy-4-(tosyloxy)butyl)-2-((2-(2-methoxyphenyl)pyrimidin-4-yl)methoxy)phenyl)propanoate